cyanomorpholine C(#N)N1CCOCC1